n-butyl α-cyanoacrylate C(#N)C(C(=O)OCCCC)=C